6-methyl-4-[(1-methylcyclopropyl)amino]-N-[6-(morpholin-4-yl)pyridin-3-yl]furo[2,3-d]pyrimidine-5-carboxamide CC1=C(C2=C(N=CN=C2NC2(CC2)C)O1)C(=O)NC=1C=NC(=CC1)N1CCOCC1